N-stearoyl-histidine C(CCCCCCCCCCCCCCCCC)(=O)N[C@@H](CC1=CNC=N1)C(=O)O